3,3-Bis(4-hydroxy-3-methylphenyl)-1(3H)-isobenzofuranon OC1=C(C=C(C=C1)C1(OC(C2=CC=CC=C12)=O)C1=CC(=C(C=C1)O)C)C